DIMETHYLPYRAZINE CC1=NC=CN=C1C